O=C(CC#N)C 3-oxobutanenitrile